5-{7-[6-(3-Hydroxy-3-methyl-butylamino)-pyrimidin-4-ylamino]-3-methyl-3H-imidazo[4,5-b]pyridin-5-yloxy}-4-methyl-pyridine-2-carbonitrile OC(CCNC1=CC(=NC=N1)NC1=C2C(=NC(=C1)OC=1C(=CC(=NC1)C#N)C)N(C=N2)C)(C)C